2,4-dimethoxyphenylboronic acid pinacol ester COC1=C(C=CC(=C1)OC)B1OC(C)(C)C(C)(C)O1